6-(benzylthio)-4-chloro-8-fluoro-2-methylquinazoline C(C1=CC=CC=C1)SC=1C=C2C(=NC(=NC2=C(C1)F)C)Cl